tert-butyl (1R,6S,9R,9aS)-3-oxo-1-(trifluoromethyl)hexahydro-1H,3H-6,9-epiminooxazolo[3,4-a]azepine-10-carboxylate O=C1O[C@H]([C@H]2N1C[C@@H]1CC[C@H]2N1C(=O)OC(C)(C)C)C(F)(F)F